3-(4-(6-ethoxy-4-(hydroxymethyl)pyridin-3-yl)phenyl)-N-(4-fluorophenyl)oxetan-3-carboxamide C(C)OC1=CC(=C(C=N1)C1=CC=C(C=C1)C1(COC1)C(=O)NC1=CC=C(C=C1)F)CO